CC=1C(=NC(=NC1)NC1=CC=NN1C)C=1N=C(OC1)C(=O)NCC1=C(C=CC=C1)OC(F)(F)F 4-(5-methyl-2-((1-methyl-1H-pyrazol-5-yl)amino)pyrimidin-4-yl)-N-(2-(trifluoromethoxy)benzyl)oxazole-2-carboxamide